2,2-Di-methyl-1,3-propandiamin CC(CN)(CN)C